3-(6-methyl-5-(piperidin-3-yloxy)pyrazin-2-yl)-1H-indole-7-carbonitrile 2,2,2-trifluoroacetate FC(C(=O)O)(F)F.CC1=C(N=CC(=N1)C1=CNC2=C(C=CC=C12)C#N)OC1CNCCC1